2-(2-chlorobenzylidene)benzofuran-3(2H)-one ClC1=C(C=C2OC3=C(C2=O)C=CC=C3)C=CC=C1